rac-(1S,2S,3S,5R)-2-fluoro-3-hydroxy-9-azabicyclo[3.3.1]nonane-9-carboxylic acid tert-butyl ester C(C)(C)(C)OC(=O)N1[C@@H]2[C@@H]([C@H](C[C@H]1CCC2)O)F |r|